Diisopropylnaphthalenesulphonate C(C)(C)C=1C(=C(C2=CC=CC=C2C1)S(=O)(=O)[O-])C(C)C